C1(CC1)C=1C(=CC2=C(C(=C(O2)C2=CC=C(C=C2)F)C(=O)NC)C1)N(S(=O)(=O)C)CCO 5-cyclopropyl-2-(4-fluorophenyl)-6-[2-hydroxyethyl(methylsulfonyl)amino]-N-methyl-1-benzofuran-3-carboxamide